Ethyl-1-{2-chloro-4-fluoro-5-[3-methyl-2,6-dioxo-4-(trifluoromethyl)-3,6-dihydropyrimidin-1(2H)-yl]phenoxy}cyclobutancarboxylat C(C)OC(=O)C1(CCC1)OC1=C(C=C(C(=C1)N1C(N(C(=CC1=O)C(F)(F)F)C)=O)F)Cl